COC(=O)C1=CC(=CC=2OC(OC(C21)C)(C2CCC(CC2)C2=NC=CC=C2)C)Cl 7-chloro-2,4-dimethyl-2-(4-(pyridin-2-yl)cyclohexyl)benzo[d][1,3]dioxan-5-carboxylic acid methyl ester